Propyl (S)-2-(6-(dimethylamino)-3-(3-(5-methyl-1,2,4-oxadiazol-3-yl)benzamido)hexanamido)-4-methylthiazole-5-carboxylate CN(CCC[C@@H](CC(=O)NC=1SC(=C(N1)C)C(=O)OCCC)NC(C1=CC(=CC=C1)C1=NOC(=N1)C)=O)C